(6-bromopyridin-2-yl)-3H-imidazo[4,5-b]pyridine-6-carboxylic acid methyl ester COC(=O)C=1C=C2C(=NC1)NC(=N2)C2=NC(=CC=C2)Br